ClC=1C=C(C=CC1C(=O)N[C@H]1[C@H]2CC[C@@H](C1)N2C#N)C2=CC(=CC=C2)C2(CC2)C#N 3-chloro-N-((1R,2R,4S)-7-cyano-7-azabicyclo[2.2.1]heptan-2-yl)-3'-(1-cyanocyclopropyl)[biphenyl]-4-carboxamide